5-[4-(4-Cyano-but-1-ynyl)-phenyl]-1-(2,4-dichloro-phenyl)-4-methyl-1H-pyrazole-3-carboxylic acid morpholin-4-ylamide N1(CCOCC1)NC(=O)C1=NN(C(=C1C)C1=CC=C(C=C1)C#CCCC#N)C1=C(C=C(C=C1)Cl)Cl